perfluoroheptane-3-thiol FC(C(C(C(C(C(C(F)(F)F)(F)F)(F)F)(F)F)(S)F)(F)F)(F)F